C(=C)N1CCN(CC1)CN (4-vinylpiperazin-1-yl)methaneamine